6-(7,8-dimethyl-[1,2,4]triazolo[4,3-b]pyridazin-6-yl)-3-methyl-7,8-dihydro-5H-1,6-naphthyridine CC1=C(C=2N(N=C1N1CC=3C=C(C=NC3CC1)C)C=NN2)C